ClC=1C=C(C=CC1F)[C@@H]1CN(CCN1)C(=O)C1(CC1)C(F)(F)F |r| rac-[(3R)-3-(3-chloro-4-fluoro-phenyl)piperazin-1-yl]-[1-(trifluoromethyl)cyclopropyl]methanone